N-benzyl-4-(4-(diphenylamino)phenyl)phthalazin-1-amine C(C1=CC=CC=C1)NC1=NN=C(C2=CC=CC=C12)C1=CC=C(C=C1)N(C1=CC=CC=C1)C1=CC=CC=C1